(5-bromo-2-((4,4-difluoro-1-(5-(methylamino)nicotinyl)pyrrolidin-3-yl)amino)-3-nitrophenyl)(piperidine-1-yl)methanone BrC=1C=C(C(=C(C1)C(=O)N1CCCCC1)NC1CN(CC1(F)F)CC1=CN=CC(=C1)NC)[N+](=O)[O-]